5-methylbenzimidazole bromine salt [Br].CC1=CC2=C(N=CN2)C=C1